ClC1=CC=C(C2=CC=CC=C12)NC(CN1C=2N(C(C(=C1CC)N1CCN(CC1)C1=NC=CC=C1O)=O)N=C(N2)C=2CCOCC2)=O N-(4-chloronaphth-1-yl)-2-(2-(3,6-dihydro-2H-pyran-4-yl)-5-ethyl-6-(4-(3-hydroxypyridinyl)piperazin-1-yl)-7-oxo-[1,2,4]triazolo[1,5-a]pyrimidin-4(7H)-yl)acetamide